NC1=CC=C(CNC(=O)N2CCC3(NC4=CC=C(C=C4C(C3)=O)F)CC2)C=C1 N-(4-aminobenzyl)-6'-fluoro-4'-oxo-3',4'-dihydro-1'H-spiro[piperidine-4,2'-quinoline]-1-carboxamide